ClC1=CC(=CN=N1)N 6-chloropyridazin-4-amine